N-{4-(5-fluorobenzoselenazol-2-yl)-2-[(trimethylsilyl)ethynyl]phenyl}acetamide FC=1C=CC2=C(N=C([Se]2)C2=CC(=C(C=C2)NC(C)=O)C#C[Si](C)(C)C)C1